BrC1=C(C(=O)NNC)C=CC=C1 2-(2-bromobenzoyl)-N-methylhydrazine